(S)-N-((R)-2-(difluoromethoxy)-1-(3-(difluoromethoxy)phenyl)ethyl)-3-hydroxy-3,4-dimethylpentanamide FC(OC[C@@H](C1=CC(=CC=C1)OC(F)F)NC(C[C@](C(C)C)(C)O)=O)F